ClC=1C=C(C=NC1N1N=CC=N1)NC(=O)C=1C=NN(C1C(F)(F)F)C1=CC(=CC=C1)S(=O)(=O)C N-(5-chloro-6-(2H-1,2,3-triazol-2-yl)pyridin-3-yl)-1-(3-(methylsulfonyl)phenyl)-5-(trisFluoromethyl)-1H-pyrazole-4-carboxamide